FC1=CC=C(C=C1)C1(C2=CC=CC=C2C=2C=CC=CC12)C1=CC=C(C=C1)F 9,9-bis(4-fluorophenyl)fluorene